(2-methyl-2H-indazol-4-yl)acetamide CN1N=C2C=CC=C(C2=C1)CC(=O)N